prop-2-yn-1-yl(2-((2R,3S,4S,5S)-3,4,5-trihydroxy-6-(4-methoxyphenoxy)tetrahydro-2H-pyran-2-yl)ethyl)phosphinic acid C(C#C)P(O)(=O)CC[C@H]1OC([C@H]([C@H]([C@@H]1O)O)O)OC1=CC=C(C=C1)OC